C1(=CC=CC=C1)C1(COC1)N 3-phenyl-oxetan-3-amine